3-(5-methylpyridin-2-yl)phenol CC=1C=CC(=NC1)C=1C=C(C=CC1)O